ClC1=C(C=CC(=C1)Cl)C=1SC=C(N1)C(=O)O 2-(2,4-dichlorophenyl)thiazole-4-carboxylic acid